C1(=CC=CC=2C3=CC=CC=C3C=CC12)C1=C(C(=C(C=2NC3=CC=CC=C3C12)C1=CC=CC=2OC3=C(C21)C=CC=C3)C3=CC=CC=2C1=CC=CC=C1C1=CC=CC=C1C32)C3=CC=CC=2OC1=C(C23)C=CC=C1 (phenanthryl)(dibenzofuranyl)(triphenylenyl)(dibenzofuranyl)carbazole